tert-Butyl 7-[4-[3-chloro-4-(2,2-difluoroethoxy)-2-fluoro-anilino]-7-fluoro-pyrido[3,2-d]pyrimidin-6-yl]-4,7-diazaspiro[2.5]octane-4-carboxylate ClC=1C(=C(NC=2C3=C(N=CN2)C=C(C(=N3)N3CCN(C2(CC2)C3)C(=O)OC(C)(C)C)F)C=CC1OCC(F)F)F